(Z)-4-(3-methoxyisoxazol-5-yl)pent-2-enoic acid COC1=NOC(=C1)C(\C=C/C(=O)O)C